N-(azetidin-2-ylmethyl)-6-[3-(5-chloro-2-fluoro-phenyl)-1H-pyrazol-4-yl]-1,5-naphthyridin-3-amine N1C(CC1)CNC=1C=NC2=CC=C(N=C2C1)C=1C(=NNC1)C1=C(C=CC(=C1)Cl)F